C1(CC1)S(=O)(=O)NC1=NC=CC(=N1)C1(CCN(CC1)C(=O)NC(C)C)C(=O)NC1=NC=C(C=C1)C1=NC(=CN=C1)OCC 4-(2-(cyclopropanesulfonylamino)pyrimidin-4-yl)-N4-(5-(6-ethoxypyrazin-2-yl)pyridin-2-yl)-N1-isopropylpiperidine-1,4-dicarboxamide